2-chloro-5-(2-(1-(2-fluoroethyl)pyrazol-4-yl)ethynyl)-4-(1-methylpyrazol-4-yl)pyridine ClC1=NC=C(C(=C1)C=1C=NN(C1)C)C#CC=1C=NN(C1)CCF